C1CCNC1 (S)-pyrrolidine